N-(5-((6-((R)-3-(4-fluorophenyl)isoxazolidine-2-yl)pyrimidine-4-yl)amino)-4-methoxy-2-(4-((3aR,6aR)-1-methylhexahydropyrrolo[3,4-b]pyrrole-5(1H)-yl)piperidine-1-yl)phenyl)acrylamide FC1=CC=C(C=C1)[C@@H]1N(OCC1)C1=CC(=NC=N1)NC=1C(=CC(=C(C1)NC(C=C)=O)N1CCC(CC1)N1C[C@@H]2N(CC[C@@H]2C1)C)OC